ClC=1N=C(C2=C(N1)CN(CC2)C(=O)OC(C)(C)C)N(C)C tert-Butyl 2-chloro-4-(dimethylamino)-6,8-dihydro-5H-pyrido[3,4-d]pyrimidine-7-carboxylate